Cl.NC1=CC(=NC(=C1)NC1=CC(=CC=C1)F)C(=O)NC1=CC=CC=C1 4-amino-6-((3-fluorophenyl)amino)-N-phenylpyridinamide hydrochloride